4-[2-(difluoromethoxy)-4-(trifluoromethyl)phenyl]-N-[(3R)-1-ethylpiperidin-3-yl]pyrido[3,4-d]pyridazin-1-amine formate C(=O)O.FC(OC1=C(C=CC(=C1)C(F)(F)F)C=1N=NC(=C2C1C=NC=C2)N[C@H]2CN(CCC2)CC)F